C(C)(C)(C)OC(=O)N[C@H]1C[C@@H]2C[C@@]2(C[C@H]2CC[C@H](N2C1=O)C(=O)O)C (1R,3R,5S,7S,10S)-7-{[(t-butoxy)carbonyl]amino}-3-methyl-8-oxo-9-azatricyclo[7.3.0.03,5]dodecane-10-carboxylic acid